C(C)C=1C(NC=2C=C(C=NC2C1)CN1CCN(CC1)C=1N=CC(=NC1)C(=O)NC)=O 5-(4-((7-ethyl-6-oxo-5,6-dihydro-1,5-naphthyridin-3-yl)methyl)piperazin-1-yl)-N-methylpyrazine-2-carboxamide